N-(thietan-3-yl)acetamide S1CC(C1)NC(C)=O